N-(3,3-dimethyl-1-oxo-2,3-dihydro-1H-inden-5-yl)acrylamide CC1(CC(C2=CC=C(C=C12)NC(C=C)=O)=O)C